Benzyl (S)-3-(4-(((R)-2-ethyl-2,3-dihydropyrido[2,3-f][1,4]oxazepin-4(5H)-yl)methyl)-5-methylthiophen-2-yl)-3-(1-ethyl-4-methyl-1H-benzo[d][1,2,3]triazol-5-yl)-2,2-dimethylpropanoate C(C)[C@H]1OC2=C(CN(C1)CC=1C=C(SC1C)[C@H](C(C(=O)OCC1=CC=CC=C1)(C)C)C1=C(C3=C(N(N=N3)CC)C=C1)C)N=CC=C2